ClC1=C(C=C(C=C1)Cl)N=C=O 2,5-dichlorophenyl isocyanate